4-(3-((1,4-dimethylpiperidin-4-yl)methyl)-6-(1-methyl-1H-indazol-5-yl)-3H-imidazo[4,5-c]pyridin-7-yl)-2-fluorobenzonitrile CN1CCC(CC1)(C)CN1C=NC2=C1C=NC(=C2C2=CC(=C(C#N)C=C2)F)C=2C=C1C=NN(C1=CC2)C